6-(dimethylamino)hexanamide CN(CCCCCC(=O)N)C